C(C)(C)(C)C1=NC(=NO1)C(=O)N[C@H]1CCCCC2=C1C=NC(=C2)C2=NC(=NC=C2)NC=2C=NN(C2)C (S)-5-(tert-butyl)-N-(3-(2-((1-methyl-1H-pyrazol-4-yl)amino)pyrimidin-4-yl)-6,7,8,9-tetrahydro-5H-cyclohepta[c]pyridin-9-yl)-1,2,4-oxadiazole-3-carboxamide